2-[6-(4-chlorophenoxy)-2-trifluoromethyl-3-pyridinyl]-1-(1,2,4-triazol-1-yl)propan-2-ol tert-Butyl-N-(3-bromopropyl)carbamate C(C)(C)(C)N(C(=O)OC(CN1N=CN=C1)(C)C=1C(=NC(=CC1)OC1=CC=C(C=C1)Cl)C(F)(F)F)CCCBr